ClC=1C(=C(C=CC1)NC1=NC=CC2=C(C(=CC=C12)C)N1CN=CC2=CC(=CC(=C12)C(=O)N)C)F 1-(((3-chloro-2-fluorophenyl)amino)-6-methylisoquinolin-5-yl)-6-methylquinazoline-8-carboxamide